(1S)-2-(5-(4,4,5,5-tetramethyl-1,3,2-dioxaborolan-2-yl)pyrimidin-2-yl)cyclopentan-1-carboxamide CC1(OB(OC1(C)C)C=1C=NC(=NC1)C1[C@H](CCC1)C(=O)N)C